CC1=C(N(C=N1)N1C=NC=C1)C(=O)OCC ethyl 5-methyl-3-(imidazol-3-yl)imidazole-4-carboxylate